(R)-N-(1-(naphthalen-1-yl)ethyl)-3-(4-(3-(trifluoromethyl)phenyl)piperazine-1-carbonyl)benzamide C1(=CC=CC2=CC=CC=C12)[C@@H](C)NC(C1=CC(=CC=C1)C(=O)N1CCN(CC1)C1=CC(=CC=C1)C(F)(F)F)=O